6-(5-((4-methylpiperazin-1-yl)methyl)-1H-pyrrolo[2,3-b]pyridin-3-yl)-N-(1-methylpiperidin-4-yl)quinazolin-4-amine CN1CCN(CC1)CC=1C=C2C(=NC1)NC=C2C=2C=C1C(=NC=NC1=CC2)NC2CCN(CC2)C